ClC=1C=C(C=CC1)N1N=C(C=C1)CC(=O)OC methyl 2-(1-(3-chlorophenyl)-1H-pyrazol-3-yl)acetate